(6-hydroxy-3,4-dihydro-2,7-naphthyridin-2(1H)-yl)(tetrahydrofuran-3-yl)methanone OC=1C=C2CCN(CC2=CN1)C(=O)C1COCC1